Ethyl (2S)-2-[[(2S)-2-[[(2S)-2-amino-4-[5-[bis(2-chloroethyl)amino]-1-methyl-benzimidazol-2-yl]butanoyl]amino]-4-methyl-pentanoyl]amino]-3-(4-fluorophenyl)propanoate N[C@H](C(=O)N[C@H](C(=O)N[C@H](C(=O)OCC)CC1=CC=C(C=C1)F)CC(C)C)CCC1=NC2=C(N1C)C=CC(=C2)N(CCCl)CCCl